ClC1=CC=C2C(=CNC2=C1F)\C=C\1/NC(N(C1=O)CC1=C(C(=C(C#N)C=C1)F)F)=O 4-{[(4Z)-4-[(6-chloro-7-fluoro-1H-indol-3-yl)methylene]-2,5-dioxoimidazolidin-1-yl]methyl}-2,3-difluorobenzonitrile